OC1(C(OC(C1O)CO)=O)C 3,4-dihydroxy-5-(hydroxymethyl)-3-methyldihydrofuran-2(3H)-one